C1(=CC=CC=C1)N1[Se]C2=C(C1=O)C=CC=C2 2-Phenyl-1,2-benzisoselenazol-3(2H)-one